[2-(benzylsulfanyl)-4-nitrophenyl]-3-(trifluoromethyl)-1,2,4-oxadiazole C(C1=CC=CC=C1)SC1=C(C=CC(=C1)[N+](=O)[O-])C1=NC(=NO1)C(F)(F)F